N-(tert-butyl)[5-(2-{[1-(3-chloro(2-pyridyl))-isopropyl]amino}pyrimidin-5-yl)pyridazin-3-yl]carboxamide C(C)(C)(C)NC(=O)C=1N=NC=C(C1)C=1C=NC(=NC1)NC(C)(C)C1=NC=CC=C1Cl